CS(=O)(=O)N[C@H]1C[C@H](CN(C1)C(=O)OCC1=CC=CC=C1)C(=O)OC |r| 1-benzyl 3-methyl rac-(3R,5S)-5-[(methanesulfonyl)amino]piperidine-1,3-dicarboxylate